FC1(OC2=C(O1)C=CC(=C2OCOC)B2OC(C(O2)(C)C)(C)C)F 2-(2,2-difluoro-4-(methoxymethoxy)benzo[d][1,3]dioxol-5-yl)-4,4,5,5-tetramethyl-1,3,2-dioxaborolane